C(C[C@@H](C(=O)[O-])[NH3+])CN=C(N)NO The molecule is zwitterionic form of N(5)-[amino(hydroxyimino)methyl]-L-ornithine having an anionic carboxy group and a protonated alpha-amino group. It is a tautomer of a N(5)-[amino(hydroxyimino)methyl]-L-ornithine.